BrC=1C=C2C3=C(N(C2=CC1)C1CCCCC1)OC1=C3C(C3=CC=CC=C3C1=O)=O 2-bromo-5-cyclohexyl-5H-naphtho[2',3':4,5]furo[2,3-b]indole-7,12-dione